4-Bromo-2-{[3,3-difluorobutan-2-yl]oxy}-5-fluorobenzonitrile BrC1=CC(=C(C#N)C=C1F)OC(C)C(C)(F)F